5-(tert-butyl)-1,3-dihydrospiro[indene-2,3'-oxetane] C(C)(C)(C)C=1C=C2CC3(COC3)CC2=CC1